C(C)(C)(C)OC(=O)N1CC(C(CC1)N1C(=NC2=C1C=CC(=C2)Cl)SC)C 4-[5-chloro-2-(methylsulfanyl)-1H-1,3-benzodiazol-1-yl]-3-methylpiperidine-1-carboxylic acid tert-butyl ester